δ-(3,4-Dihydroxyphenyl)-γ-valerolacton OC=1C=C(C=CC1O)CC1CCC(=O)O1